N1=CC(=C2OCCCN21)C2=CN1C(S2)=C(C=N1)C(=O)NC=1C(=NC=C(C1)C(NCCN1CC(C1)(C)C)=O)C 2-(6,7-dihydro-5H-pyrazolo[5,1-b][1,3]oxazin-3-yl)-N-(5-((2-(3,3-dimethylazetidin-1-yl)ethyl)carbamoyl)-2-methylpyridin-3-yl)pyrazolo[5,1-b]thiazole-7-carboxamide